C(#C)C1(CCCCC1)O 1-ethynylcyclohexan-1-ol